ClC=1C(=C(C=CC1)[C@H]1[C@@H](NC2(CCCCC2)[C@@]12C(NC1=CC(=CC=C21)OCC)=O)C(=O)O)F (3'R,4'S,5'R)-4'-(3-chloro-2-fluorophenyl)-6''-ethoxy-2''-oxodispiro[cyclohexane-1,2'-pyrrolidine-3',3''-indoline]-5'-carboxylic acid